2-Bromoacetic acid BrCC(=O)O